C1(CCC(N1C1=C(C(=C(C(=C1C(=O)[O-])N1C(CCC1=O)=O)C(=O)[O-])N1C(CCC1=O)=O)C(=O)[O-])=O)=O tris-succinimidyl-1,3,5-benzenetricarboxylate